7-benzyl 5-(tert-butyl) 2-(4-cyclopropyl-2-hydroxyphenyl)-3,4,5a,6,8,9-hexahydro-2H-1,2,5,7-tetraazabenzo[cd]azulene-5,7-dicarboxylate C1(CC1)C1=CC(=C(C=C1)N1N=C2CCN(CC3C2=C1CCN3C(=O)OC(C)(C)C)C(=O)OCC3=CC=CC=C3)O